ClC=1N=C(C2=C(N1)N=C(C(=C2)Cl)Cl)Cl 2,4,6,7-Tetrachloropyrido[2,3-d]pyrimidine